N(=[N+]=[N-])C(C)(C)C1=CN=C(C2=CN=C(C=C12)Cl)OC1(CS(C1)(=O)=O)C 3-((4-(2-Azidopropan-2-yl)-6-chloro-2,7-naphthyridin-1-yl)oxy)-3-methylthietane 1,1-dioxide